C(=O)(O)[C@@H](O)[C@H](O)C(=O)O.N1CCCCC1 piperidine D-tartrate